2-(5-((1R,5S)-1-(2,5-difluorophenyl)-2-azabicyclo[3.1.0]hex-2-yl)pyrazolo[1,5-a]pyrimidin-3-yl)-5-(trifluoromethyl)-1,3,4-thiadiazole FC1=C(C=C(C=C1)F)[C@@]12N(CC[C@H]2C1)C1=NC=2N(C=C1)N=CC2C=2SC(=NN2)C(F)(F)F